(1S,2S)-N,N'-dimethylcyclohexane-1,2-diamine CN[C@@H]1[C@H](CCCC1)NC